C1=CC=CC=2C3=CC=CC=C3C(C12)COC(=O)N[C@H](C(=O)OC(C)(C)C1=CC=CC=C1)CC(=O)OCC=C 4-allyl 1-(2-phenylpropan-2-yl) (S)-2-((((9H-fluoren-9-yl)methoxy)carbonyl)amino)succinate